2-(difluoromethoxy)-4-methoxy-5-nitro-pyrimidine FC(OC1=NC=C(C(=N1)OC)[N+](=O)[O-])F